4-n-propylcyclohexane-1,2-dicarboxylic acid calcium salt [Ca+2].C(CC)C1CC(C(CC1)C(=O)[O-])C(=O)[O-]